N1N=CC2=C(C=CC=C12)C1CN(C1)[C@H]1[C@@H](CCCC1)OC=1C=C2CN(C(C2=CC1)=O)C1C(NC(CC1)=O)=O 3-(5-(((1R,2R)-2-(3-(1H-indazol-4-yl)azetidin-1-yl)-cyclohexyl)oxy)-1-oxoisoindolin-2-yl)piperidine-2,6-dione